FC=1C=CC(=C(CN2CC3CCC(C2)N3C3=CC=C(C=N3)C=3C=C(NC3)C=3C=NN(C3)C)C1)O 4-(6-(3-(5-fluoro-2-hydroxybenzyl)-3,8-diazabicyclo[3.2.1]oct-8-yl)pyridin-3-yl)-2-(1-methyl-1H-pyrazol-4-yl)-1H-pyrrole